C1(CCCC1)OC1=NC=CC=C1C1=CC(=C(C(=C1)F)C(CCCC(=O)O)C)F 5-[4-(2-cyclopentyloxy-3-pyridyl)-2,6-difluoro-phenyl]hexanoic acid